fluorobenzyl-oxazole FC=1N=C(OC1)CC1=CC=CC=C1